methyl (1aR,6aR)-5-(2-ethoxy-2-oxo acetyl)-4-methyl-1,1a,6,6a-tetrahydrocyclopropa[b]pyrrolizine-3-carboxylate C(C)OC(C(=O)C=1C(=C(N2[C@H]3[C@@H](CC12)C3)C(=O)OC)C)=O